C1CC12NCC[C@@H](C2)N2N=C1C(=CC(=CC1=C2)C=2C=C(C=1N(N2)C=C(N1)C)C)F 6-[2-[(7S)-4-azaspiro[2.5]octan-7-yl]-7-fluoro-indazol-5-yl]-2,8-dimethyl-imidazo[1,2-b]pyridazine